CN(C[C@H](C)OC=1N=C(C2=C(N1)CNCC2)N2CCN(CC2)C(=O)OCC2=CC=CC=C2)C benzyl (S)-4-(2-((1-(dimethylamino)propan-2-yl)oxy)-5,6,7,8-tetrahydropyrido[3,4-d]pyrimidin-4-yl)piperazine-1-carboxylate